C1(CCCCC1)NC(=O)N1CCNC2=CC(=CC=C12)OC N-cyclohexyl-6-methoxy-3,4-dihydroquinoxaline-1(2H)-carboxamide